2-(4-fluorophenyl)-4-methyl-3-(3-methyl-1H-pyrrolo[2,3-b]pyridin-4-yl)-4,5,6,7-tetrahydropyrazolo[1,5-a]pyrazine FC1=CC=C(C=C1)C1=NN2C(C(NCC2)C)=C1C1=C2C(=NC=C1)NC=C2C